COC=1C=C(C=C(C1OC(C)C)OC)N 3,5-dimethoxy-4-Isopropoxyphenylamine